phenanthrene-9,10-dione compound with anthracene-9,10-dione C1=CC=CC=2C(C3=CC=CC=C3C(C12)=O)=O.C1=CC=CC=2C3=CC=CC=C3C(C(C12)=O)=O